C1(CC1)C1=CC(=NN1)NC1=CC2=C(C(=NO2)NS(=O)(=O)C2=C(C(=CC=C2OC)C2NCCC(C2)F)OC)C=C1OC N-{6-[(5-cyclopropyl-1H-pyrazol-3-yl)amino]-5-methoxy-1,2-benzoxazol-3-yl}-4-trans-(4-fluoropiperidin-2-yl)-2,6-dimethoxybenzene-1-sulfonamide